BrC1=C(C=NN1C)C(C1=NN(C(=C1)C#N)COCC[Si](C)(C)C)O 3-((5-bromo-1-methyl-1H-pyrazol-4-yl)(hydroxy)methyl)-1-((2-(trimethylsilyl)ethoxy)methyl)-1H-pyrazole-5-carbonitrile